ClC1=CC=2N(C=C1)C1=C(N2)CN(C1)C=1N=C(C2=C(N1)CCS2=O)NC2(CCC2)CO 2-(6-chloro-1,3-dihydro-2H-pyrrolo[3',4':4,5]imidazo[1,2-a]pyridin-2-yl)-4-((1-(hydroxymethyl)cyclobutyl)amino)-6,7-dihydrothieno[3,2-d]pyrimidine 5-oxide